5-Cyclopropyl-N-methyl-2-(3-methyl-6-trifluoromethyl-3H-imidazo[4,5-b]pyridin-2-yl)pyridine-3-sulfonamide C1(CC1)C=1C=C(C(=NC1)C1=NC=2C(=NC=C(C2)C(F)(F)F)N1C)S(=O)(=O)NC